ClC1=CC=C2C(=CNC2=C1C1=NC=CN=C1)S(=O)(=O)NC1=NC(=C(C(=N1)OC)OC(F)F)OC 6-chloro-N-[5-(difluoromethoxy)-4,6-dimethoxy-pyrimidin-2-yl]-7-pyrazin-2-yl-1H-indole-3-sulfonamide